FC1=C(C=CC=C1)C1=CN(C=2N=CN=C(C21)N2C[C@H](N(C[C@@H]2C)C(=O)OC2(CC2)C)C)C2=NC=CC(=C2)C(F)(F)F 1-methylcyclopropyl (2R,5S)-4-(5-(2-fluorophenyl)-7-(4-(trifluoromethyl) pyridin-2-yl)-7H-pyrrolo[2,3-d]pyrimidin-4-yl)-2,5-dimethylpiperazine-1-carboxylate